N[C@H](C1=NC2=C(N1)C=CC(=C2F)[C@H]2[C@@H](COC2)C(=O)N2CC(C2)(F)F)C2CCC(CC2)C(F)(F)F |&1:12,13| [(3SR,4RS)-4-(2-{(S)-(Amino)[4-(trifluoromethyl)cyclohexyl]methyl}-4-fluoro-1H-benzimidazol-5-yl)tetrahydrofuran-3-yl](3,3-difluoroazetidin-1-yl)methanone